ClC=1C=C(C=C(C1)Cl)C1(CC(=NO1)C1=CC(=C(C(=O)NC2=CS(C=C2)=O)C=C1)C)C(F)(F)F 4-[5-(3,5-dichlorophenyl)-5-(trifluoromethyl)-4,5-dihydro-1,2-oxazol-3-yl]-2-methyl-N-(1-oxothien-3-yl)benzamide